C(=C)[Si](C1=CC=C(C=C1)[Si](C)(C)C=C)(C)C 1,4-bis(vinyldimethylsilyl)benzene